6-bromo-3-[3-(4-bromophenyl)-2-[3-(diethylamino)propionyl]-3,4-dihydropyrazol-5-yl]-4-phenyl-1H-quinolin-2-one BrC=1C=C2C(=C(C(NC2=CC1)=O)C=1CC(N(N1)C(CCN(CC)CC)=O)C1=CC=C(C=C1)Br)C1=CC=CC=C1